tert-butyl 3-((2,2-difluoro-6-((4-fluoro-3-(trifluoromethyl) phenyl) carbamoyl) benzo[d][1,3]dioxol-5-yl) carbamoyl)-4-methoxybenzoate FC1(OC2=C(O1)C=C(C(=C2)NC(=O)C=2C=C(C(=O)OC(C)(C)C)C=CC2OC)C(NC2=CC(=C(C=C2)F)C(F)(F)F)=O)F